1-(4-(5-chloro-7-fluoro-6-(3-hydroxy-1-naphthyl)-2,1-benzothiazol-3-yl)-1-piperazinyl)-2-(hydroxymethyl)-2-propen-1-one ClC=1C(=C(C=2C(=C(SN2)N2CCN(CC2)C(C(=C)CO)=O)C1)F)C1=CC(=CC2=CC=CC=C12)O